ClC=1C=C(C=CC1F)NC1=NC=NC2=CC(=C(C=C12)OCCCC12C(CCC(C1(C)C)C2)C)OC N-(3-chloro-4-fluoro-phenyl)-7-methoxy-6-(3-pinylpropoxy)quinazolin-4-amine